NCC=1OC2=C(C1)C=C(C=C2C(F)(F)F)C2=CC=C(C(=N2)C(=O)N2CCOCC2)F (6-(2-(aminomethyl)-7-(trifluoromethyl)benzofuran-5-yl)-3-fluoropyridin-2-yl)(morpholino)methanone